1-((1λ2-piperidin-4-yl)methyl)-(2-((3-aminopyrrolidin-1-yl)methyl)-5-(3,4-dimethylphenyl)-1H-pyrrolo[2,3-c]pyridin-4-yl)-2-fluorobenzonitrile [N]1CCC(CC1)CC1(C#N)C(C(=CC=C1)C1=C2C(=CN=C1C1=CC(=C(C=C1)C)C)NC(=C2)CN2CC(CC2)N)F